methyl (5-Bromo-6-chloro-4-(trifluoromethoxy)pyridin-3-yl)carbamate BrC=1C(=C(C=NC1Cl)NC(OC)=O)OC(F)(F)F